C1CN(CCC12CCNCC2)C2=CC=C(C=C2)[C@@H]2C=1C=CC(=CC1CC[C@@H]2C2=CC=CC=C2)O (5R,6S)-5-(4-(3,9-diazaspiro[5.5]undecan-3-yl)phenyl)-6-phenyl-5,6,7,8-tetrahydronaphthalen-2-ol